4'-(2,4-bis(benzyloxy)-5-isopropylbenzamido)-5-(ethyl(tetrahydro-2H-pyran-4-yl)amino)-4-methyl-[1,1'-biphenyl]-3-carboxylic acid C(C1=CC=CC=C1)OC1=C(C(=O)NC2=CC=C(C=C2)C2=CC(=C(C(=C2)N(C2CCOCC2)CC)C)C(=O)O)C=C(C(=C1)OCC1=CC=CC=C1)C(C)C